5-Methoxy-1H-Imidazo[4,5-b]Pyridine-6-Carboxylic Acid Methyl Ester COC(=O)C=1C=C2C(=NC1OC)N=CN2